OC1=C(C(=CC=C1)O)C1=C2C=CC=C(C2=CC=C1)NS(=O)(=O)C1=CC=C(C)C=C1 N-(5-(2,6-dihydroxyphenyl)naphthalen-1-yl)-4-toluenesulfonamide